2-[(3-chloro-4-fluorophenyl)-[[4-(trifluoromethyl)-2-oxabicyclo[2.1.1]hexan-1-yl]methoxy]methyl]-5-methyl-4-methylsulfonyl-1H-imidazole ClC=1C=C(C=CC1F)C(C=1NC(=C(N1)S(=O)(=O)C)C)OCC12OCC(C1)(C2)C(F)(F)F